tert-butyl N-[(9R,13S)-9-methyl-8-oxo-3-{[2-(trimethylsilyl)ethoxy] methyl}-3,4,7-triazatricyclo[12.3.1.02,6]octadeca-1(18),2(6),4,14,16-pentaen-13-yl]carbamate C[C@H]1C(NC=2C=NN(C2C=2C=CC=C([C@H](CCC1)NC(OC(C)(C)C)=O)C2)COCC[Si](C)(C)C)=O